5-[2-(cyclopropylmethylamino)-5-ethylsulfonylphenyl]-3-(dimethyl-amino)-1-methylpyridin-2-one C1(CC1)CNC1=C(C=C(C=C1)S(=O)(=O)CC)C=1C=C(C(N(C1)C)=O)N(C)C